t-Butyl 4-[4-[3-cyano-4-[(3-fluoro-2-pyridyl) sulfanyl] pyrazolo[1,5-a]pyridin-6-yl]-5-methyl-pyrazol-1-yl]piperidine-1-carboxylate C(#N)C=1C=NN2C1C(=CC(=C2)C=2C=NN(C2C)C2CCN(CC2)C(=O)OC(C)(C)C)SC2=NC=CC=C2F